ClC1=C(C=CC=C1Cl)N1CCN(CC1)CCCCNC(=O)C1N(CCC1)C(=O)[O-] 2-((4-(4-(2,3-dichlorophenyl)piperazin-1-yl)butyl)carbamoyl)pyrrolidine-1-carboxylate